4-(3-bromophenyl)morpholin-3-one BrC=1C=C(C=CC1)N1C(COCC1)=O